C(C)(=O)C1CCN(CC1)CC=1OC2=C3C(=C(C=C2N1)Cl)NC(NC31CCCCC1)=O 2-[(4-acetylpiperidin-1-yl)methyl]-5-chloro-7,8-dihydro-6H-spiro[[1,3]oxazolo[5,4-f]quinazoline-9,1'-cyclohexan]-7-one